2-((8-(6-((4-cyano-2-fluorobenzyl)oxy)pyridin-2-yl)-6-fluoro-[1,2,4]triazolo[1,5-a]pyridin-5-yl)methyl)-1-(2-methoxyethyl)-1H-benzo[d]imidazole-6-carboxylic acid C(#N)C1=CC(=C(COC2=CC=CC(=N2)C=2C=3N(C(=C(C2)F)CC2=NC4=C(N2CCOC)C=C(C=C4)C(=O)O)N=CN3)C=C1)F